OCCC[C@@H]1CC[C@H](CC1)NC(OC(C)(C)C)=O tert-Butyl (trans-4-(3-hydroxypropyl)cyclohexyl)carbamate